ClC1=CC(=C(N=N1)C(=O)NC([2H])([2H])[2H])S(=O)(=O)C 6-chloro-N-(methyl-d3)-4-(methylsulfonyl)pyridazine-3-carboxamide